[(3R,9aS)-3-(3-Chloro-4-oxazol-5-ylphenyl)-3,4,6,7,9,9a-hexahydro-1H-pyrazino[2,1-c][1,4]oxazin-8-yl]-(2-chloro-3-methoxyphenyl)methanon ClC=1C=C(C=CC1C1=CN=CO1)[C@@H]1CN2[C@H](CO1)CN(CC2)C(=O)C2=C(C(=CC=C2)OC)Cl